C(C)(=O)OC[C@H]([C@H]([C@H]1[C@@H]([C@H](CC(C(O)=O)(O)O1)O)NC(C)=O)O)O 9-O-Acetyl-N-acetylneuraminic Acid